2,3-dibromo-1-ethoxy-4-(trimethylsiloxy)but-2-ene BrC(COCC)=C(CO[Si](C)(C)C)Br